C1(CCCCC1)[C@@H](C)N (R)-1-cyclohexylethyl-amine